tert-butyl ((trans)-4-((4-(4-(1H-imidazole-1-carboxamido)-2-oxopyrimidin-1(2H)-yl)benzyl)(ethyl)amino)cyclohexyl)carbamate N1(C=NC=C1)C(=O)NC1=NC(N(C=C1)C1=CC=C(CN([C@@H]2CC[C@H](CC2)NC(OC(C)(C)C)=O)CC)C=C1)=O